(2'S,4S,7R)-2-chloro-4-(difluoromethyl)-2'-methyl-1'-(1H-pyrazol-4-ylmethyl)spiro[5H-thieno[2,3-C]pyran-7,4'-piperidin]-4-ol ClC1=CC2=C(S1)[C@@]1(C[C@@H](N(CC1)CC=1C=NNC1)C)OC[C@]2(O)C(F)F